ClC1=CC=C(C=N1)NC1=NC=CC2=CC(=CC=C12)OC[C@@H]1NCC(C1)(F)F (R)-N-(6-chloropyridin-3-yl)-6-((4,4-difluoropyrrolidin-2-yl)methoxy)isoquinolin-1-amine